NC=1C=2N(C3=CC(=C(C=C3N1)F)C(=O)N([C@H](C)C1=NC=C(C=C1)C(F)(F)F)CC)C=NC2 (R)-4-amino-N-ethyl-7-fluoro-N-(1-(5-(trifluoromethyl)pyridin-2-yl)ethyl)imidazo[1,5-a]quinoxaline-8-carboxamide